[Li+].C[N+](CCCCCCCCCCCCCCCCCC)(CCCCCCCCCCCCCCCCCC)C Dimethyl-distearyl-ammonium lithium